COC(C(CCC(=O)N(C)C)C)=O.C(#N)C=1C(=NC(=C(C1CC)C#N)N1CCN(CCC1)C)SC(C(=O)N)C1=NC=CC(=C1)OC 2-((3,5-dicyano-4-ethyl-6-(4-methyl-1,4-diazepan-1-yl)pyridin-2-yl)sulfanyl)-2-(4-methoxypyridin-2-yl)acetamide methyl-5-(dimethylamino)-2-methyl-5-oxopentanoate